ClC1=NC(=CC(=N1)NC1=CC(=CC=C1)OC)C1=CC=CC=C1 chloro-N-(3-methoxyphenyl)-6-phenyl-pyrimidin-4-amine